3-benzyl-1-(trans-4-((5-cyano-4-((3-(methylsulfonyl)benzyl)amino)-pyrimidin-2-yl)-amino)cyclohexyl)-1-(5-(1-methyl-1H-pyrazol-4-yl)pyridin-2-yl)urea C(C1=CC=CC=C1)NC(N(C1=NC=C(C=C1)C=1C=NN(C1)C)[C@@H]1CC[C@H](CC1)NC1=NC=C(C(=N1)NCC1=CC(=CC=C1)S(=O)(=O)C)C#N)=O